2-[6-[[2-methyl-4-(trifluoromethyl)pyrazol-3-yl]methyl]-2-azaspiro[3.3]heptane-2-carbonyl]-8-oxa-2,5-diazaspiro[3.5]nonan-6-one CN1N=CC(=C1CC1CC2(CN(C2)C(=O)N2CC3(C2)NC(COC3)=O)C1)C(F)(F)F